COB1OC(C2=NC(=CC=C21)NC2=NC=C(C(=C2)N[C@H](CO)C2=CC=CC=C2)C2=NC(=NO2)C=2C=NC=CC2)(C)C (S)-2-((2-((1-methoxy-3,3-dimethyl-1,3-dihydro-[1,2]oxaborolo[4,3-b]pyridin-5-yl)amino)-5-(3-(pyridin-3-yl)-1,2,4-oxadiazol-5-yl)pyridin-4-yl)amino)-2-phenylethan-1-ol